C1CC12CCN(CC2)C=2OC1=C(C=C(C=C1C(C2)=O)C(F)(F)F)C(C)NC=2C(=NC(=CC2)Cl)C(=O)O 3-[1-[2-(6-Azaspiro[2.5]octan-6-yl)-4-oxo-6-(trifluoromethyl)chromen-8-yl]ethylamino]-6-chloro-pyridine-2-carboxylic acid